NC[C@H]1OC(O[C@@H]1CN)C(C)C (4R,5R)-4,5-bis(aminomethyl)-2-isopropyl-1,3-dioxolane